C1(CC1)C(C=CS(=O)(=O)C)NC(C1=CN=C(C=C1OC1=CC=CC=C1)C(C)(F)F)=O N-(1-cyclopropyl-3-(methylsulfonyl)allyl)-6-(1,1-difluoroethyl)-4-phenoxynicotinamide